N-ethyl-2-(6-oxo-3-(5-(5-(trifluoromethyl)pyridin-3-yl)-1,3,4-oxadiazol-2-yl)pyridazin-1(6H)-yl)acetamide C(C)NC(CN1N=C(C=CC1=O)C=1OC(=NN1)C=1C=NC=C(C1)C(F)(F)F)=O